2-[6-amino-5-[(1S)-1-(3,3-difluoro-4-piperidyl)pyrazol-4-yl]pyridazin-3-yl]phenol NC1=C(C=C(N=N1)C1=C(C=CC=C1)O)C=1C=NN(C1)C1C(CNCC1)(F)F